C(=O)(O)C(C(=O)O)N[C@@H](C)C(=O)O dicarboxymethyl-alanine